ClC1=C(C=CC=C1)[C@@H]1[C@@](O1)(C1=C(C=C(C=C1)F)F)CN1N=CNC1=S |o1:7,8| 2-{[rel-(2R,3R)-3-(2-chlorophenyl)-2-(2,4-difluorophenyl)oxirane-2-yl]methyl}-2,4-dihydro-3H-1,2,4-triazole-3-thione